(S)-2-(5-phenoxyindoline-1-carbonyl)pyrrolidine-1-carbonitrile O(C1=CC=CC=C1)C=1C=C2CCN(C2=CC1)C(=O)[C@H]1N(CCC1)C#N